BrC1=NNC=2C1=NC=CC2 3-bromo-1H-pyrazolo[4,3-B]pyridine